2-(6-(6-(4-(2-(2,6-dioxopiperidin-3-yl)benzyl)piperazin-1-yl)pyridazin-3-yl)-1-oxoisoindolin-2-yl)-2-(5-fluoro-2-hydroxyphenyl)-N-(thiazol-2-yl)acetamide O=C1NC(CCC1C1=C(CN2CCN(CC2)C2=CC=C(N=N2)C2=CC=C3CN(C(C3=C2)=O)C(C(=O)NC=2SC=CN2)C2=C(C=CC(=C2)F)O)C=CC=C1)=O